COC(=O)C1=CC=C(C=C1)B(O)O (4-methoxycarbonyl-phenyl)boronic acid